FC(OC=1C=C(C2=C(C(=CC=C2C1)F)C#C)C1=C(C=2N=C(N=CC2C(=N1)N1[C@H](CC1)C)SC)F)F (S)-7-(3-(difluoromethoxy)-8-ethynyl-7-fluoronaphthalen-1-yl)-8-fluoro-5-(2-methylazetidin-1-yl)-2-(methylthio)pyrido[4,3-d]pyrimidine